FC=1C(=C(C=CC1N)C1=CC=C(C=C1)N)F difluoro-[1,1'-biphenyl]-4,4'-diamine